3-(4-(oxetan-3-yloxy)-1H-pyrazol-1-yl)pyrazolo[1,5-a]pyrimidine O1CC(C1)OC=1C=NN(C1)C=1C=NN2C1N=CC=C2